potassium trifluoro(methoxymethyl)boronate FC(OCB([O-])[O-])(F)F.[K+].[K+]